3-(3-fluoro-4-methoxyphenyl)-3-(4-(3-(1,2,3,4-tetrahydro-1,8-naphthyridin-2-yl)propyl)thiazol-2-yl)propionic acid FC=1C=C(C=CC1OC)C(CC(=O)O)C=1SC=C(N1)CCCC1NC2=NC=CC=C2CC1